2-methyl-2-propanyl [2-(2-hydroxyethoxy)ethyl]carbamate OCCOCCNC(OC(C)(C)C)=O